tert-butyl (3S)-3-{2-[2-(4-amino-3-chlorophenyl)-7-oxo-1H,6H,7H-pyrrolo[2,3-c]pyridin-6-yl]propanamido}-4,4-diethoxybutanoate NC1=C(C=C(C=C1)C1=CC2=C(C(N(C=C2)C(C(=O)N[C@@H](CC(=O)OC(C)(C)C)C(OCC)OCC)C)=O)N1)Cl